(2-(2-hydroxyethoxy)ethoxy)propionic acid tert-butyl ester C(C)(C)(C)OC(C(C)OCCOCCO)=O